(S)-2-{4-[5-chloro-2-(4-chloro-1H-1,2,3-triazol-1-yl)phenyl]-5-methoxy-2-oxopyridin-1(2H)-yl}-N-(3-methylquinoxalin-6-yl)butanamide ClC=1C=CC(=C(C1)C1=CC(N(C=C1OC)[C@H](C(=O)NC=1C=C2N=C(C=NC2=CC1)C)CC)=O)N1N=NC(=C1)Cl